1,1-bis(4-hydroxyphenyl)eicosane OC1=CC=C(C=C1)C(CCCCCCCCCCCCCCCCCCC)C1=CC=C(C=C1)O